ethoxyphenyl(2,4,6-trimethylbenzoyl)phosphine oxide C(C)OP(C(C1=C(C=C(C=C1C)C)C)=O)(C1=CC=CC=C1)=O